1,2-dioleoyl-sn-glycero-3-phospho-choline C(CCCCCCC\C=C/CCCCCCCC)(=O)OC[C@@H](OC(CCCCCCC\C=C/CCCCCCCC)=O)COP(=O)([O-])OCC[N+](C)(C)C